NC1=NNC=2C1=NC(=CC2)C2=C(C=C(C=C2)S(=O)(=O)NC2CCC(CC2)(C)O)Cl 4-(3-amino-1H-pyrazolo[4,3-b]pyridin-5-yl)-3-chloro-N-((1r,4r)-4-hydroxy-4-methylcyclohexyl)benzenesulfonamide